FC1=C(C(=O)N[C@H]2C[C@H](CCC2)NC2=CC(=NC3=CC=C(C=C23)F)C(F)(F)F)C=C(C=C1)NS(=O)(=O)CCC 2-fluoro-N-[(1R,3S)-3-{[6-fluoro-2-(trifluoromethyl)quinolin-4-yl]amino}cyclohexyl]-5-(propane-1-sulfonamido)benzamide